(E)-5-(5-(6-methylpyridin-2-yl)-2-styryl-1H-imidazol-4-yl)benzo[c][1,2,5]thiadiazole CC1=CC=CC(=N1)C1=C(N=C(N1)\C=C\C1=CC=CC=C1)C1=CC=2C(=NSN2)C=C1